tert-butyl 9-bromo-7-chloro-1,3,4,5-tetrahydro-2-benzazepine-2-carboxylate BrC1=CC(=CC=2CCCN(CC21)C(=O)OC(C)(C)C)Cl